tantalum-niobium lithium [Li].[Nb].[Ta]